CC1(OB(OC1(C)C)C=1C=NN(C1)CC1=CC=C(C=C1)C(F)(F)F)C 4-(4,4,5,5-tetramethyl-1,3,2-dioxaborolan-2-yl)-1-[[4-(trifluoromethyl)phenyl]methyl]pyrazole